Tert-butyl N-methyl-N-{1-methyl-5-[({4-oxo-3H,5H,6H,7H-cyclopenta[d]pyrimidin-2-yl}sulfanyl)methyl]imidazole-4-yl}carbamate CN(C(OC(C)(C)C)=O)C=1N=CN(C1CSC=1NC(C2=C(N1)CCC2)=O)C